[NH4+].C(C=1C(O)=CC=CC1)(=O)O salicylic acid ammonium